2-hydroxyethyl (S,E)-(1-((1-((7-isobutyl-1H-indol-2-yl)methyl)-2-oxo-1,2-dihydropyridin-3-yl)amino)-1,7-dioxo-7-(pyrrolidin-1-yl)hept-5-en-2-yl)carbamate C(C(C)C)C=1C=CC=C2C=C(NC12)CN1C(C(=CC=C1)NC([C@H](CC\C=C\C(N1CCCC1)=O)NC(OCCO)=O)=O)=O